ClC1=CC=C(C=C1)C1=C(C(=NN1C1=C(C=C(C=C1)Cl)Cl)C(=O)O[C@@H]1[C@@]2(CC[C@H](C1)C2(C)C)C)C (1R,2S,4R)-1,7,7-trimethylbicyclo[2.2.1]heptan-2-yl 5-(4-chlorophenyl)-1-(2,4-dichlorophenyl)-4-methyl-1H-pyrazole-3-carboxylate